S-ethyl (4-aminobutyl)(1,3-dioxoisoindolin-2-yl)carbamothioate NCCCCN(C(SCC)=O)N1C(C2=CC=CC=C2C1=O)=O